[OH-].C[N+](C1CCCCC1)(CC)C Dimethylethylcyclohexyl-ammonium hydroxid